C(C)N1C(C(NC2=CC=CC=C12)=O)=O 1-Ethyl-1,4-dihydroquinoxaline-2,3-dione